4-[5-[(1S)-2-amino-1-hydroxyethyl]pyrimidin-2-yl]-3-[2-methyl-6-[(1S,4S)-2-oxa-5-azabicyclo[2.2.1]heptan-5-yl]pyridin-4-yl]oxybenzonitrile NC[C@@H](O)C=1C=NC(=NC1)C1=C(C=C(C#N)C=C1)OC1=CC(=NC(=C1)N1[C@@H]2CO[C@H](C1)C2)C